4-(6-(6-(3-Fluoro-4-methoxybenzyl)-3,6-diazabicyclo[3.1.1]hept-3-yl)pyridin-3-yl)-6-(2-hydroxy-2-methylpropyloxy)pyrazolo[1,5-a]pyridine-3-carbonitrile FC=1C=C(CN2C3CN(CC2C3)C3=CC=C(C=N3)C=3C=2N(C=C(C3)OCC(C)(C)O)N=CC2C#N)C=CC1OC